C(C)OC1=C(C=C(C=C1)F)C1=CC=CC=2C=C(OC21)C(=O)N[C@H]2C[C@H](CC2)O 7-(2-ethoxy-5-fluoro-phenyl)-N-[(1R,3S)-3-hydroxycyclopentyl]benzofuran-2-carboxamide